ClC=1N=CC=C2C1N(C(=C2)C(=O)OCC)CCN2CCOCC2 ethyl 7-chloro-1-[2-(morpholin-4-yl)ethyl]pyrrolo[2,3-c]pyridine-2-carboxylate